2-(cyclopentylmethyl)-1H-benzimidazole C1(CCCC1)CC1=NC2=C(N1)C=CC=C2